(1-Methylpiperidin-3-yl)methyldi((11Z,14Z)-icosa-11,14-dien-1-yl)carbamate CN1CC(CCC1)COC(N(CCCCCCCCCC\C=C/C\C=C/CCCCC)CCCCCCCCCC\C=C/C\C=C/CCCCC)=O